FC(F)(F)C1=C(C=CC=C1)C1=CC=CC=C1 trifluoromethyl-1,1'-biphenyl